3-(1H-imidazol-4-yl)propanoate N1C=NC(=C1)CCC(=O)[O-]